[NH+](=O)[O-].C(#N)[C@@H](C)C1=C(C(=O)N)C=CC(=C1)C1=NC(=NC=C1C)NC=1C=NN(C1)C1CC(NC(C1)C)C ((S)-1-cyanoethyl)-4-(2-((1-(trans-2,6-dimethylpiperidin-4-yl)-1H-pyrazol-4-yl)amino)-5-methylpyrimidin-4-yl)benzamide 1-azoniaformate